CC=1NC2=CC=CC=C2C1C1SCCCS1 2-methyl-3-(1,3-dithian-2-yl)-1H-indole